ClC1=C(C(=O)NC2=C3C=NN(C3=CC=C2)C=2N=CSC2)C(=CC=C1CNC(C(C)(C)C)=O)Cl 2,6-Dichloro-3-{[(2,2-dimethylpropionyl)amino]methyl}-N-[1-(1,3-thiazol-4-yl)-1H-indazol-4-yl]benzamide